C1=CC=CC2=C1C=1C(=NS2)CC=CC1 7H-benzo[c]benzothiazine